C1(CCCCC1)CCCNC1CCN(CC1)C=1C2=C(N=CN1)C(=CS2)SC N-(3-cyclohexylpropyl)-1-(7-methylthiothieno[3,2-d]pyrimidin-4-yl)-4-piperidinyl-amine